(5RS)-5-(4-methylbenzyl)-3-{2-(pyrrolidin-1-yl)-5-[3-(trifluoromethyl)phenoxy]pyridin-4-yl}-5,6-dihydro-4H-1,2,4-oxadiazine CC1=CC=C(C[C@H]2NC(=NOC2)C2=CC(=NC=C2OC2=CC(=CC=C2)C(F)(F)F)N2CCCC2)C=C1 |r|